C(#N)C=1C=C(C=CC1)CN1C2=C(C=CC=C2C=2CCCC(C12)OCCCCC)C(=O)O 9-[(3-cyanophenyl)methyl]-1-(pentoxy)-2,3,4,9-tetrahydro-1H-carbazole-8-carboxylic acid